[2H]C(C)C1=CC(=CC=C1)C(C)[2H] 1,3-bis(1-deutero-ethyl)benzene